Hexanediic acid C(CCCCC(=O)O)(=O)O